6-bromo-N-(2-methoxy-4-((5-methoxy-2-(piperazin-1-yl)pyrimidin-4-yl)amino)-5-methylphenyl)picolinamide BrC1=CC=CC(=N1)C(=O)NC1=C(C=C(C(=C1)C)NC1=NC(=NC=C1OC)N1CCNCC1)OC